2-Benzoic acid CC1=CC=CC=C1C(=O)O